N1=C(C(=CC=C1)C(=O)N1CCC(CC1)(C#N)CC1=C(C=CC=C1)C(F)(F)F)C1=CC=NC=C1 1-([2,4'-bipyridine]-3-carbonyl)-4-(2-(trifluoromethyl)benzyl)piperidine-4-carbonitrile